N-butyl-3-aminopropyl-trimethylsilane C(CCC)NCCC[Si](C)(C)C